4-((2-(7-fluoro-2-methyl-1H-indol-3-yl)ethylamino)-7,8-dihydro-6H-pyrimido[5,4-b][1,4]oxazin-2-yl)pyridin-2-ol FC=1C=CC=C2C(=C(NC12)C)CCNC1=NC(=NC2=C1OCCN2)C2=CC(=NC=C2)O